COCCN1C=CC=2C1=NC(=CC2CN2CCCC2)C=2C=C1CN(C(C1=CC2)=O)N2C(CCCC2=O)=O (5-(1-(2-methoxyethyl)-4-(pyrrolidin-1-ylmethyl)-1H-pyrrolo[2,3-B]pyridin-6-yl)-1-oxoisoindolin-2-yl)piperidine-2,6-dione